N-ethyl-N-phenyl-hydrazine C(C)N(N)C1=CC=CC=C1